3-hydroxy-1,3-dimethyl-butanol OC(CC(O)C)(C)C